Methyl (2R)-2-{[4-bromo-1-(2-fluorophenyl)-5-(pyrimidin-5-yl)-1H-pyrazol-3-yl]oxy}propanoate BrC=1C(=NN(C1C=1C=NC=NC1)C1=C(C=CC=C1)F)O[C@@H](C(=O)OC)C